N-acetoxymaleamic acid C(C)(=O)ONC(\C=C/C(=O)O)=O